2-(2,4-dioxotetrahydropyrimidin-1(2H)-yl)-5-((4-(6-(trifluoromethyl)pyridin-2-yl)piperazin-1-yl)methyl)isoindoline-1,3-dione O=C1N(CCC(N1)=O)N1C(C2=CC=C(C=C2C1=O)CN1CCN(CC1)C1=NC(=CC=C1)C(F)(F)F)=O